CON(C(CCC)=O)C (2S)-1-[methoxy(methyl)amino]-1-oxobutan